(3R)-3-(8-(4-(trifluoromethyl)cyclohex-1-en-1-yl)quinoline-3-carboxamido)butanoic Acid FC(C1CC=C(CC1)C=1C=CC=C2C=C(C=NC12)C(=O)N[C@@H](CC(=O)O)C)(F)F